(2S,4R)-1-((S)-3,3-dimethyl-2-(4-(piperidin-4-yloxy)butanamido)butanoyl)-4-hydroxy-N-((S)-1-(4-(4-methylthiazol-5-yl)phenyl)ethyl)pyrrolidine-2-carboxamide CC([C@@H](C(=O)N1[C@@H](C[C@H](C1)O)C(=O)N[C@@H](C)C1=CC=C(C=C1)C1=C(N=CS1)C)NC(CCCOC1CCNCC1)=O)(C)C